N-{(2S,3R)-1-(bicyclo[1.1.1]pentane-1-carbonyl)-4,4-difluoro-2-[(2,3',5'-trifluoro[1,1'-biphenyl]-3-yl)methyl]pyrrolidin-3-yl}methanesulfonamide C12(CC(C1)C2)C(=O)N2[C@H]([C@H](C(C2)(F)F)NS(=O)(=O)C)CC=2C(=C(C=CC2)C2=CC(=CC(=C2)F)F)F